3-(bromomethyl)pyridine-2,6-dicarboxylic acid dimethyl ester COC(=O)C1=NC(=CC=C1CBr)C(=O)OC